C(C)C1C(C(C2=CC(=CC=C12)OC#N)C1=CC=C(C=C1)OC#N)C 1-ethyl-2-methyl-3-(4-cyanatophenyl)-5-cyanatoindane